3-[1-(3-iodopyrazolo[1,5-a]pyridin-6-yl)-1-methyl-ethyl]-5-methyl-1,2,4-oxadiazole IC=1C=NN2C1C=CC(=C2)C(C)(C)C2=NOC(=N2)C